NC=1C(=C(C=C2C=C(N=CC12)NC1=NN2CC(N(CCC2=C1)C)=O)C=1C(=NNC1C)C)F 2-((8-amino-6-(3,5-dimethyl-1H-pyrazol-4-yl)-7-fluoroisoquinolin-3-yl)amino)-6-methyl-5,6-dihydro-4H-pyrazolo[1,5-d][1,4]diazepin-7(8H)-one